N-(4-cyanobicyclo[2.2.2]oct-1-yl)-4-(trifluoromethyl)benzamide C(#N)C12CCC(CC1)(CC2)NC(C2=CC=C(C=C2)C(F)(F)F)=O